ClC1=CC(=C(C=C1)N1CCC(CC1)NC(=O)NCC(OC)OC)F (1-(4-chloro-2-fluorophenyl)piperidin-4-yl)-3-(2,2-dimethoxyethyl)urea